5'-chloro-2'-(piperidin-4-ylamino)-[2,4'-bipyridine] ClC=1C(=CC(=NC1)NC1CCNCC1)C1=NC=CC=C1